C1(=CC=CC=C1)NN=CC1=CC=CC=C1 benzaldehyde phenyl hydrazone